ClC1=C(C=2N=C(N=C(C2C=N1)N(C)C)OC[C@]12[C@H](N(CCC1)C(=O)OC(C)(C)C)CCC2)F tert-butyl (4aS,7aR)-4a-({[7-chloro-4-(dimethylamino)-8-fluoropyrido[4,3-d]pyrimidin-2-yl]oxy}methyl)-octahydro-1H-cyclopenta[b]pyridine-1-carboxylat